C1(=CC=C(C=C1)C1C2C3C4C=CC(C3C(C1)C2)C4)C 8-(p-tolyl)-tetracyclo[4.4.0.12,5.17,10]-3-dodecene